13-(3-(1-acetylpiperidin-4-yl)ureido)tridecanoic acid C(C)(=O)N1CCC(CC1)NC(NCCCCCCCCCCCCC(=O)O)=O